OCC(C(=O)N)C 2-(hydroxymethyl)propionamide